NC1=NC=2C=CC(=CC2C2=C1C=NN2C)C(=O)N(C)[C@@H]2COC(C1=CC(=CC=C21)Br)(C)C (S)-4-amino-N-(7-bromo-1,1-dimethylisochroman-4-yl)-N,1-dimethyl-1H-pyrazolo[4,3-c]quinoline-8-carboxamide